(4-(3-chloroprop-1-yn-1-yl)-3-methyl-2-oxo-2,3-dihydro-1H-benzo[d]imidazol-1-yl)piperidine-2,6-dione ClCC#CC1=CC=CC=2N(C(N(C21)C)=O)N2C(CCCC2=O)=O